4-(1H-Pyrazol-1-yl)cyclohexyl-N-(4-chlorophenyl)acetamide N1(N=CC=C1)C1CCC(CC1)CC(=O)NC1=CC=C(C=C1)Cl